5-cyano-1,3-benzenedicarboxylic acid C(#N)C=1C=C(C=C(C1)C(=O)O)C(=O)O